2-[[7-[3-(2-amino-2-oxo-ethoxy)azetidin-1-yl]-2-(2-chlorophenyl)-3-(4-chlorophenyl)pyrazolo[1,5-a]pyrimidin-5-yl]-methyl-amino]-N-ethyl-acetamide NC(COC1CN(C1)C1=CC(=NC=2N1N=C(C2C2=CC=C(C=C2)Cl)C2=C(C=CC=C2)Cl)N(CC(=O)NCC)C)=O